C[Si](C)(C)[AsH2] trimethylsilylarsine